C(\C=C/C(=O)O)(=O)O.C(\C=C/C(=O)O)(=O)O.FC1=C2C=C(NC2=CC=C1OC1=CC=NC2=CC(=C(C=C12)OC)OCC1(CC1)N)C 1-((4-(4-fluoro-2-methyl-1H-indol-5-yloxy)-6-methoxyquinolin-7-yloxy)methyl)cyclopropylamine dimaleate